nitro-3,3'-bipyridine [N+](=O)([O-])C1=NC=CC=C1C=1C=NC=CC1